ClC=1C=C2C(N(C(=NC2=C(C1)\C(\C)=N\[S@](=O)C(C)(C)C)C1CCOCC1)C1CC1)=O (R,E)-N-(1-(6-chloro-3-cyclopropyl-4-oxo-2-(tetrahydro-2H-pyran-4-yl)-3,4-dihydroquinazolin-8-yl)ethylidene)-2-methylpropane-2-sulfinamide